NC=1C(=NC(=NC1)NC1CCCC1)NCC(C)NC(OC(C)(C)C)=O tert-butyl (1-((5-amino-2-(cyclopentylamino)pyrimidin-4-yl)amino)propan-2-yl)carbamate